1-[[2-(difluoro-methoxy)pyridin-4-yl]methyl]-3-[(1-fluoro-cyclopentyl)methyl]urea FC(OC1=NC=CC(=C1)CNC(=O)NCC1(CCCC1)F)F